P(SC1=CC=C(C=C1)C)(SC1=CC=C(C=C1)C)OC1=CC=C(C=C1)C tri-p-tolyl dithiophosphite